5-methyl-2-[1-(oxan-2-yl)indazol-3-yl]-1,6-naphthyridine CC1=C2C=CC(=NC2=CC=N1)C1=NN(C2=CC=CC=C12)C1OCCCC1